CO\N=C(\C(=O)NC)/C1=C(C(=CC=C1)C)CO/N=C(\C)/C=1N(N=C(C1)C(F)(F)F)C (2E)-2-methoxyimino-N-methyl-2-[3-methyl-2-[[(E)-1-[2-methyl-5-(trifluoromethyl)pyrazol-3-yl]ethylideneamino]oxymethyl]phenyl]acetamide